CCC=CCCCCCCCCCCCC hexadec-3-en